O1C(=NC2=C1C=CC=C2)N[C@H](C(=O)O)CCN(CCCCC2=NC=1NCCCC1C=C2)CCOC2=CC(=CC(=C2)F)F (S)-2-(benzo[d]oxazol-2-ylamino)-4-((2-(3,5-difluorophenoxy)ethyl)(4-(5,6,7,8-tetrahydro-1,8-naphthyridin-2-yl)butyl)amino)butanoic acid